ClC=1C(=NC=CC1C(F)(F)F)C(=O)NC=1C=NC(=C(C1)C=1C=NC2=CC(=NC=C2C1)NC)C 3-chloro-N-(6-methyl-5-(7-(methylamino)-1,6-naphthyridin-3-yl)pyridin-3-yl)-4-(trifluoromethyl)pyridin-amide